N-(6-amino-5-(Difluoromethoxy)pyridin-3-yl)-2-(2-(4-Fluorophenyl)-5-methylpiperidin-1-yl)-2-oxoacetamide NC1=C(C=C(C=N1)NC(C(=O)N1C(CCC(C1)C)C1=CC=C(C=C1)F)=O)OC(F)F